FC1=C(C=C(C=C1)F)C=1C=CC2=C(CC(O2)C(=O)N2C(CC3=CC=C(C=C23)S(=O)(=O)N)C)C1 1-(5-(2,5-difluorophenyl)-2,3-dihydrobenzofuran-2-carbonyl)-2-methylindoline-6-sulfonamide